ClC=1C(=C(C(=CC1)C(F)F)C1=CN=CC(=N1)C(=O)NC=1C=NN(C1)[C@@H](C)C=1C=NC(=NC1)N1C(N(C=C1)C)=O)F |r| (S and R)-6-(3-chloro-6-(difluoromethyl)-2-fluorophenyl)-N-(1-(1-(2-(3-methyl-2-oxoimidazol-1-yl)pyrimidin-5-yl)ethyl)-1H-pyrazol-4-yl)pyrazine-2-carboxamide